3-[5-(difluoromethyl)-1,3,4-thiadiazol-2-yl]-N-(1-methylcyclopropyl)-8-[(3S,5S)-3,5-dimethyl-piperazin-1-yl]imidazo[1,5-a]pyridine-6-sulfonamide FC(C1=NN=C(S1)C1=NC=C2N1C=C(C=C2N2C[C@@H](N[C@H](C2)C)C)S(=O)(=O)NC2(CC2)C)F